4-((2'-(((1-(3,5-bis(trifluoromethyl)phenyl)-1-hydroxypropan-2-yl)amino)methyl)-6-methoxy-4-Methyl-4'-(trifluoromethyl)-[1,1'-biphenyl]-3-yl)oxy)butanoic acid FC(C=1C=C(C=C(C1)C(F)(F)F)C(C(C)NCC1=C(C=CC(=C1)C(F)(F)F)C1=CC(=C(C=C1OC)C)OCCCC(=O)O)O)(F)F